N-(3-chloro-5-(methylsulfonamido)phenyl)-1-(3-((3,5-difluorobenzyl)oxy)-5-(2-hydroxy-2-methylpropoxy)pyridin-2-yl)-1H-pyrazole-4-carboxamide ClC=1C=C(C=C(C1)NS(=O)(=O)C)NC(=O)C=1C=NN(C1)C1=NC=C(C=C1OCC1=CC(=CC(=C1)F)F)OCC(C)(C)O